2,3-bis[3-(3,5-di-t-butyl-4-hydroxyphenyl)propionyl]propionyl-hydrazine C(C)(C)(C)C=1C=C(C=C(C1O)C(C)(C)C)CCC(=O)C(C(=O)NN)CC(CCC1=CC(=C(C(=C1)C(C)(C)C)O)C(C)(C)C)=O